OC=1C=C2CC[C@@H]([C@@H](C2=CC1)C1=CC=CC=C1)C1=CC=CC=C1 4-((1R,2S)-6-hydroxy-2-phenyl-1,2,3,4-tetrahydronaphthalen-1-yl)benzene